N=C=O isocyanic acid